3'-(4-chloro-6-phenyl-1,3,5-triazin-2-yl)-[1,1'-biphenyl]-4-carbonitrile ClC1=NC(=NC(=N1)C1=CC=CC=C1)C=1C=C(C=CC1)C1=CC=C(C=C1)C#N